C[SiH](C1=C(C=CC=C1)[SiH](C)C)C 1,2-bis(dimethylsilyl)benzene